C(C)(C)(C)OC(=O)N1C[C@@H](CCC1)C(NC1=NN(C2=CC=C(C=C12)C1=C(C=C(C(=C1)C(=O)OC)Cl)Cl)C(C1=CC=CC=C1)(C1=CC=CC=C1)C1=CC=CC=C1)=O (3R)-3-({5-[2,4-dichloro-5-(methoxycarbonyl)phenyl]-1-trityl-1H-indazol-3-yl}carbamoyl)piperidine-1-carboxylic acid tert-butyl ester